C1(CC1)C1=NC=C(C(=N1)N1CCS(CC1)(=O)=O)OC (2-cyclopropyl-5-methoxypyrimidin-4-yl)-1λ6-thiomorpholine-1,1-dione